C(#N)C1(CCN(CC1)C1=C(C=NC2=CC=C(C=C12)F)C(=O)N1CCN(CC1)C(=O)NCC)C 4-(4-(4-cyano-4-methylpiperidin-1-yl)-6-fluoroquinoline-3-carbonyl)-N-ethylpiperazine-1-carboxamide